(2S,3R)-2-aminopentatriacontane-1,3-diol N[C@@H](CO)[C@@H](CCCCCCCCCCCCCCCCCCCCCCCCCCCCCCCC)O